methyl 3-((adamantan-2-yl)oxy)-4-bromobenzoate C12C(C3CC(CC(C1)C3)C2)OC=2C=C(C(=O)OC)C=CC2Br